4-(chloromethyl)-3-iodo-1-methyl-1H-pyrazole ClCC=1C(=NN(C1)C)I